(45CE)-Codeine-d3 C1(=C(C(OC[2H])=C2C=3[C@@]45[C@@H](O2)[C@@H](O)C=C[C@H]4[C@@H](CC13)N(C)CC5)[2H])[2H]